NC1=NC=NN2C1=C(C(=N2)C2=CC=C(C=C2)NC(C#CC)=O)C2=CC(=C(C=C2)OC2=NN(C=C2)C)F N-(4-(4-amino-5-(3-fluoro-4-((1-methyl-1H-pyrazol-3-yl)oxy)phenyl)pyrazolo[5,1-f][1,2,4]triazin-6-yl)phenyl)but-2-ynamide